ClC1=C(C=CC(=C1)OC1=CC=CC=2C=C(OC21)C)C(=O)C2=CNC=1N=CN=C(C12)N[C@H]1CO[C@@H](CC1)CO (2-chloro-4-((2-methylbenzofuran-7-yl)oxy)phenyl)(4-(((3R,6S)-6-(hydroxymethyl)tetrahydro-2H-pyran-3-yl)amino)-7H-pyrrolo[2,3-d]pyrimidin-5-yl)methanone